C(#N)[C@@]1(COCC2=CC=C(C=C12)C(=O)NCC1=NC=CC(=C1)C1CC(C1)C1=CC(=CC=C1)OC)C (R)-4-cyano-N-((4-((1s,3S)-3-(3-methoxyphenyl)cyclobutyl)pyridin-2-yl)methyl)-4-methylisochromane-6-carboxamide